C(C)(C)(C)OCC1OCCC1 2-(tert-Butoxymethyl)tetrahydrofuran